(2R)-2-[({4-[7-(aminocarbonyl)-2H-indazol-2-yl]phenyl}amino)carbonyl]pyrrolidinium trifluoroacetate FC(C(=O)[O-])(F)F.NC(=O)C1=CC=CC2=CN(N=C12)C1=CC=C(C=C1)NC(=O)[C@@H]1[NH2+]CCC1